C(=O)(O)[C@H](CC(=O)C1=CC2=C(S1)C=C(C(=C2Cl)OCCCOC=2C(=C1CN(CC1=CC2OC)C(C[C@@H](C(=O)O)C)=O)F)OC)C (S)-4-(5-(3-((2-((S)-3-carboxybutanoyl)-4-chloro-6-methoxybenzo[b]thiophen-5-yl)oxy)propoxy)-4-fluoro-6-methoxyisoindolin-2-yl)-2-methyl-4-oxobutanoic acid